BrC1=C(C=C(C=C1)OC(F)F)C(=O)N1CC(C1)(F)F [2-bromo-5-(difluoromethoxy)phenyl]-(3,3-difluoroazetidin-1-yl)methanone